C1(CC1)CNCC1=CC=C(C=C1)C1=C(N=CS1)C N-(cyclopropylmethyl)-1-[4-(4-methylthiazol-5-yl)phenyl]methanamine